C(C=C)N1C(=NC2=C1C=CC=C2)C2=CC=C(C=C2)OC 1-allyl-2-(4-methoxyphenyl)-1H-benzo[d]imidazole